C1(CCCC1)S(=O)(=O)CC(=O)C1=NC=C(C=C1)C1=NOC(=N1)C(F)(F)F 2-(cyclopentylsulfonyl)-1-(5-(5-(trifluoromethyl)-1,2,4-oxadiazol-3-yl)pyridin-2-yl)ethan-1-one